17-(cyclopropylmethyl)-4,5-epoxy-3,14-dihydroxymorphinan-6-one C1(CC1)CN1[C@H]2[C@@]3(CCC(C4[C@@]3(C=3C(=C(C=CC3C2)O)O4)CC1)=O)O